triazolyl-ethylene N1N=NC(=C1)C=C